4-(2-((2-methyl-6-(trifluoromethyl)pyridin-3-yl)sulfonyl)-2-azaspiro[3.3]hept-6-yl)morpholine CC1=NC(=CC=C1S(=O)(=O)N1CC2(C1)CC(C2)N2CCOCC2)C(F)(F)F